4-(4-(Azepan-1-yl)-8-fluoro-2-(((2R,7aS)-2-fluorotetrahydro-1H-pyrrolizin-7a(5H)-yl)methoxy)pyrido[4,3-d]pyrimidin-7-yl)-5,6-difluoronaphthalen-2-ol N1(CCCCCC1)C=1C2=C(N=C(N1)OC[C@]13CCCN3C[C@@H](C1)F)C(=C(N=C2)C2=CC(=CC1=CC=C(C(=C21)F)F)O)F